2,6-dinonadecylpyridinium tetrakis(pentafluorophenyl)borate FC1=C(C(=C(C(=C1[B-](C1=C(C(=C(C(=C1F)F)F)F)F)(C1=C(C(=C(C(=C1F)F)F)F)F)C1=C(C(=C(C(=C1F)F)F)F)F)F)F)F)F.C(CCCCCCCCCCCCCCCCCC)C1=[NH+]C(=CC=C1)CCCCCCCCCCCCCCCCCCC